CN1CC(C1)(C)[C@](O)(C1=CC=C(C=C1)C(C)C)C=1C=NC=C(C1)C1=NOC(=N1)C12CC(C1)(C2)CO (R)-(1,3-Dimethyl-azetidin-3-yl)-{5-[5-(3-hydroxymethyl-bicyclo[1.1.1]pent-1-yl)-[1,2,4]oxadiazol-3-yl]-pyridin-3-yl}-(4-isopropyl-phenyl)-methanol